1,3-diiodo-5,5-Dimethylhydantoin IN1C(=O)N(C(=O)C1(C)C)I